ethyl 2-(tert-butoxycarbonylamino)-2-(pyrazin-2-yl)-acetate C(C)(C)(C)OC(=O)NC(C(=O)OCC)C1=NC=CN=C1